benzyl (3R,4R)-4-(2-tert-butoxy-2-oxo-ethyl)-3-methyl-piperidine-1-carboxylate C(C)(C)(C)OC(C[C@@H]1[C@H](CN(CC1)C(=O)OCC1=CC=CC=C1)C)=O